tert-butyl 7-{[(1R,3S)-3-{[6-methyl-2-(trifluoromethyl)quinolin-4-yl]amino}cyclohexyl]carbamoyl}-1,2,3,4-tetrahydroisoquinoline-2-carboxylate CC=1C=C2C(=CC(=NC2=CC1)C(F)(F)F)N[C@@H]1C[C@@H](CCC1)NC(=O)C1=CC=C2CCN(CC2=C1)C(=O)OC(C)(C)C